Cl.C1(=CC=CC=C1)C1=NN=C(S1)C1CNCCC1 3-(5-phenyl-1,3,4-thiadiazol-2-yl)piperidine hydrochloride